Cl.FC(CN)(F)F trifluoroethaneamine, hydrochloride